O1C=CC=C2C1=CC=CC2 5H-[1]-benzopyran